methyl-4-(trifluoromethyl)pyridin-2-amine CC=1C(=NC=CC1C(F)(F)F)N